NC=1C(=NC(=CN1)C1=NC=CC(=C1C(F)(F)F)COC)C(=O)NC1=NC=CC=C1N1CCC(CC1)(C)N 3-amino-N-(3-(4-amino-4-methylpiperidin-1-yl)pyridin-2-yl)-6-(4-(methoxymethyl)-3-(trifluoromethyl)pyridin-2-yl)pyrazine-2-carboxamide